BrC1=CC=C(C=C1)C=1C=C2N=C(C(=NC2=CC1)C#N)C#N 6-(4-bromophenyl)quinoxaline-2,3-dicarbonitrile